ClC1=C(C=C(C=C1)C=1C=C2C(=NC=NC2=CC1)NC1=CC(=C(C=C1)F)Cl)NS(=O)(=O)C N-(2-chloro-5-(4-((3-chloro-4-fluorophenyl)amino)quinazolin-6-yl)phenyl)methanesulfonamide